4-((2-(2,6-dioxopiperidin-3-yl)-1,3-dioxoisoindolin-4-yl)amino)piperidine-1-carboxylic acid tert-butyl ester C(C)(C)(C)OC(=O)N1CCC(CC1)NC1=C2C(N(C(C2=CC=C1)=O)C1C(NC(CC1)=O)=O)=O